6-tert-Butyl-N-[(4-oxo-1H-pyridin-3-yl)sulfonyl]-2-(2,4,6-trimethylphenoxy)pyridin-3-carboxamid C(C)(C)(C)C1=CC=C(C(=N1)OC1=C(C=C(C=C1C)C)C)C(=O)NS(=O)(=O)C1=CNC=CC1=O